Calcium adipat C(CCCCC(=O)[O-])(=O)[O-].[Ca+2]